ClC=1C=C(C=CC1C(=O)N1CCOCC1)NC1CN(C1)C1CCN(CC1)C([C@](C(F)(F)F)(C1=CC=CC=C1)O)=O (S)-1-(4-(3-((3-chloro-4-(morpholine-4-carbonyl)phenyl)amino)azetidin-1-yl)piperidin-1-yl)-3,3,3-trifluoro-2-hydroxy-2-phenylpropan-1-one